[NH4+].S(=O)(=O)(O)C(C(=O)[O-])CC(=O)N sulfosuccinamate ammonium